tris(3-methylphenyl)phosphine CC=1C=C(C=CC1)P(C1=CC(=CC=C1)C)C1=CC(=CC=C1)C